C(C)(C)(C)OC(=O)N1C[C@H]2CC([C@@H](C1)N2C(C)(C)C2=CC=CC=C2)=O.C2(=CC=CC=C2)C2=NOCC2 Phenyl-Isoxazoline tert-butyl-(1R,5R)-6-oxo-8-(2-phenylpropan-2-yl)-3,8-diazabicyclo[3.2.1]octane-3-carboxylate